isopropyl 2-diethylamino-α-cyanocinnamate C(C)N(C1=C(C=C(C(=O)OC(C)C)C#N)C=CC=C1)CC